C[Si]1(CCC(CC1)N1C(=CC=2C1=NC=C(C2)C=2C=NC=CC2)C(=O)N)C (1,1-dimethylsilacyclohexan-4-yl)-5-(3-pyridyl)-1H-pyrrolo[2,3-b]pyridine-2-carboxamide